4-[3-chloro-6-fluoro-2-[2-(4-methylsulfanylphenyl)ethyl]-phenyl]-5-hydroxy-2,6-dimethyl-pyridazin-3-one ClC=1C(=C(C(=CC1)F)C=1C(N(N=C(C1O)C)C)=O)CCC1=CC=C(C=C1)SC